tris(2-aminopropyl)-amine NC(CN(CC(C)N)CC(C)N)C